1-(4-fluorophenyl)-5-(1-(methylsulfonyl)piperidin-4-yl)-1H-indazole FC1=CC=C(C=C1)N1N=CC2=CC(=CC=C12)C1CCN(CC1)S(=O)(=O)C